(5S,7R,8R,9S,10R)-10-((2-hydroxybenzyl)oxy)-7-(hydroxymethyl)-9-(4-(3,4,5-trifluorophenyl)-1H-1,2,3-triazol-1-yl)-1,6-dioxaspiro[4.5]decan-8-ol OC1=C(CO[C@@H]2[C@H]([C@H]([C@H](O[C@@]23CCCO3)CO)O)N3N=NC(=C3)C3=CC(=C(C(=C3)F)F)F)C=CC=C1